C(C1=CC=CC=C1)NC1=NC(=NN2C1=CC=C2C2CN(CCC2)CC2CC2)N2C(=CC=1C(=CC=CC21)C#N)C 1-(4-(benzylamino)-7-(1-(cyclopropylmethyl)piperidin-3-yl)pyrrolo[2,1-f][1,2,4]triazin-2-yl)-2-methyl-1H-indole-4-carbonitrile